ClC=1N(C=C(N1)C1=CCCN(C1)C(=O)OC(C)(C)C)COCC[Si](C)(C)C Tert-butyl 5-(2-chloro-1-((2-(trimethylsilyl) ethoxy) methyl)-1H-imidazol-4-yl)-3,6-dihydropyridine-1(2H)-carboxylate